C(CCCCCC)C1SCCS1 2-heptyl-1,3-dithiolane